CN1N=C(C(=C1C)S(=O)(=O)Cl)C 1,3,5-trimethyl-1H-pyrazole-4-sulfonyl chloride